(S)-1'-(8-(2,3-dichlorophenyl)-7-methyl-7H-purin-2-yl)-1,3-dihydrospiro[indene-2,4'-piperidin]-1-amine ClC1=C(C=CC=C1Cl)C1=NC2=NC(=NC=C2N1C)N1CCC2(CC1)[C@@H](C1=CC=CC=C1C2)N